trimethyl-(dimethylamino)silane C[Si](N(C)C)(C)C